3-cyclopropyl-4-methyl-5-(piperidin-4-ylmethyl)piperidine dihydrochloride Cl.Cl.C1(CC1)C1CNCC(C1C)CC1CCNCC1